C(C)(C)(C)OC(=O)N1C(CN(C(C1)OC)F)C1=C(C=CC=C1)CNNS(=O)(=O)CC1=CC=CC=C1 4-fluoro-5-methoxy-2-(((2-toluenesulfonylhydrazino)methyl)phenyl)piperazine-1-carboxylic acid tert-butyl ester